Cl.CN1N=C(C(=C1)C1NCCC1)C 1,3-dimethyl-4-(pyrrolidin-2-yl)-1H-pyrazole, hydrochloride salt